(S)-1-acryloyl-4-(7-chloro-6-(4-chlorophenyl)quinazolin-4-yl)piperazine-2-carboxamide C(C=C)(=O)N1[C@@H](CN(CC1)C1=NC=NC2=CC(=C(C=C12)C1=CC=C(C=C1)Cl)Cl)C(=O)N